2-bromoacetyl chloride BrCC(=O)Cl